5-Methylpentadecane CC(CCCC)CCCCCCCCCC